FC=1C=CC2=C(NC(=N2)N2C=NC3=C2C=CC=C3C)C1 6'-fluoro-4-methyl-1'H-1,2'-bibenzo[d]imidazole